6-[5-[2-[bis[(4-Methoxyphenyl)methyl]amino]ethyl]-2-oxo-1,3,4-oxadiazol-3-yl]-4-(2-trimethylsilylethoxymethyl)-1,4-benzoxazin-3-one COC1=CC=C(C=C1)CN(CCC1=NN(C(O1)=O)C=1C=CC2=C(N(C(CO2)=O)COCC[Si](C)(C)C)C1)CC1=CC=C(C=C1)OC